SCC(=O)NC=1C=NC(=NC1)N(C1=CC=CC=C1)CCNC mercapto-N-(2-((2-(methylamino)ethyl)(phenyl)amino)pyrimidin-5-yl)acetamide